(2S,4R)-2-methyl-1-propionyl-1,2,3,4-tetrahydroquinazolin C[C@@H]1N(C2=CC=CC=C2CN1)C(CC)=O